6-methyl-8-(2-methyl-2,6-diazaspiro[3.4]octan-6-yl)-N-(1-((1-methylcyclopropyl)sulfonyl)piperidin-4-yl)pyrido[3,4-d]pyrimidin-2-amine CC1=CC2=C(N=C(N=C2)NC2CCN(CC2)S(=O)(=O)C2(CC2)C)C(=N1)N1CC2(CN(C2)C)CC1